2-(2,6-Dioxo-3-piperidyl)-4-[(Z)-2-(2-hydroxyethoxy)vinyl]isoindoline-1,3-dione O=C1NC(CCC1N1C(C2=CC=CC(=C2C1=O)\C=C/OCCO)=O)=O